FC1=C(C=CC(=C1)F)C1=CC=C(C(C(=O)O)=C1)O 5-(2,4-difluorophenyl)salicylic acid